ClC=1C=C(C(=O)NC=2N=CSC2C(=O)N[C@@H](C(=O)OC)C2=CC=CC=C2)C=CC1O methyl (R)-2-(4-(3-chloro-4-hydroxybenzamido)thiazole-5-carboxamido)-2-phenylacetate